1-(2-((2-((3-chloro-2-fluorobenzyl)amino)-2-oxoethyl)(cyclopropyl)amino)-2-oxoethyl)-5-(3-cyclohexylureido)-1H-indazole-3-carboxamide ClC=1C(=C(CNC(CN(C(CN2N=C(C3=CC(=CC=C23)NC(=O)NC2CCCCC2)C(=O)N)=O)C2CC2)=O)C=CC1)F